COC1=CC=C(C=N1)CN1C2CN(CC1C2)C2=CC=C(C=N2)C=2C=1N(C=C(C2)CCS(=O)(=O)C)N=CC1C#N 4-(6-(6-((6-methoxypyridin-3-yl)methyl)-3,6-diazabicyclo[3.1.1]heptan-3-yl)pyridine-3-yl)-6-(2-(methylsulfonyl)ethyl)pyrazolo[1,5-a]pyridine-3-carbonitrile